N=1N(N=CC1)C1=CC=C(C=C1)C1=CC(N(C=C1)CC[C@](C(=O)NO)(S(=O)(=O)C)C)=O (R)-4-(4-(4-(2H-1,2,3-triazol-2-yl)phenyl)-2-oxopyridin-1(2H)-yl)-N-hydroxy-2-methyl-2-(methylsulfonyl)-butanamide